1-(4-(4-methylthiazol-5-yl)phenyl)ethanamine hydrochloride Cl.CC=1N=CSC1C1=CC=C(C=C1)C(C)N